ClC1=NC(=NC(=N1)C1=C(C=C(C=C1)F)F)C1=C(C=C(C=C1)F)F 2-chloro-4,6-bis(2',4'-difluorophenyl)-1,3,5-triazine